2-acetyl-3-(4-bromophenyl)-3,4-dihydropyrazol C(C)(=O)N1N=CCC1C1=CC=C(C=C1)Br